C1(=CC=C(C=2C(=CC=CC12)C(=O)OC)C(=O)OC)C(=O)OC trimethyl 1,4,5-naphthalenetricarboxylate